CN(C[C@@H](C)NC(=O)C1=CC=2C=3C=C4C(=C(C3N(C2C=C1)C)C)C=CN=C4)C N-[(1R)-2-(dimethylamino)-1-methyl-ethyl]-5,6-dimethyl-pyrido[4,3-b]carbazole-9-carboxamide